9-(2-(piperidin-1-yl)ethyl)-9H-pyrido[3,4-b]indole-3-carboxamide N1(CCCCC1)CCN1C2=C(C3=CC=CC=C13)C=C(N=C2)C(=O)N